[Si](C1=CC=CC=C1)(C1=CC=CC=C1)(C(C)(C)C)OC[C@@H]1CO[C@@H](CN1C(=O)OC(C)(C)C)C(NC(C)(C)C1=C(C(=CC=C1)Cl)Cl)=O tert-butyl (2S,5S)-5-(((tert-butyldiphenylsilyl)oxy)methyl)-2-((2-(2,3-dichlorophenyl)propan-2-yl)carbamoyl)morpholine-4-carboxylate